N1=CC(=CC=C1)CCC=1C=C2C(=NC=NC2=CC1)N1CC2(C1)CCNCC2 2-(6-(2-(pyridin-3-yl)ethyl)quinazolin-4-yl)-2,7-diazaspiro[3.5]nonan